4-[5-(3,5-Dichlorophenyl)-4,5-dihydro-5-(trifluoromethyl)-3-isoxazolyl]-2-methyl-N-(cis-1-oxido-3-thietanyl)benzamid ClC=1C=C(C=C(C1)Cl)C1(CC(=NO1)C1=CC(=C(C(=O)NC2CS(C2)=O)C=C1)C)C(F)(F)F